5-chloro-(2-pyridin-4-yl)-3H-pyrimidin-4-one ClC=1C(NC(=NC1)C1=CC=NC=C1)=O